Sulpho-Butyl Ether S(=O)(=O)(O)CCCCOCCCCS(=O)(=O)O